2-chloro-3,3,3-trifluoro-prop-1-ene ClC(=C)C(F)(F)F